2-(3,4-dichlorophenyl)-1-ethyl-6-[(5-methyl-4-nitro-pyrazol-1-yl)methyl]-4-oxo-pyridine-3-carboxylic acid ClC=1C=C(C=CC1Cl)C=1N(C(=CC(C1C(=O)O)=O)CN1N=CC(=C1C)[N+](=O)[O-])CC